COC(=O)[C@@H]1C[C@@H](C([C@@H]2[C@H]3C[C@H](C\C(\[C@@H]3CC[C@@]12C)=N/O)C1=CC=CC=C1)=O)OC(C)=O.NCCOC(C)(C)OCCN 2,2-bis(aminoethoxy)propane methyl-(1R,3S,4aR,4bS,6R,8aR,10aR,E)-3-acetoxy-8-(hydroxyimino)-10a-methyl-4-oxo-6-phenyltetradecahydrophenanthrene-1-carboxylate